CC=1C=C(C=C(C1OC1=NC(=NC=C1)NC=1C=C2C=NN(C2=CC1)C)C)/C=C/C#N (E)-3-(3,5-dimethyl-4-((2-((1-methyl-1H-indazol-5-yl)amino)pyrimidin-4-yl)oxy)phenyl)acrylonitrile